C(C(C)C)[C@H]1C(N(CC2N1C([C@H](CN2C(CC(C)C)=O)C=2SC=C(N2)C(=O)N)=O)CC2CCNCC2)=O (3S,6S)-6-isobutyl-1-(3-methylbutanoyl)-4,7-dioxo-8-(piperidin-4-ylmethyl)octahydro-2H-pyrazino[1,2-a]pyrimidin-3-ylthiazole-4-carboxamide